C[Hf](C1=C(C=CC=2C3=CC=C(C=C3CC12)C(C)(C)C)C(C)(C)C)(C1C=CC=C1)(=C(C1=CC=CC=C1)CCC=C)C dimethyl-(3-buten-1-yl)(phenyl)methylene(cyclopentadienyl)(2,7-di-tert-butylfluorenyl)hafnium